4-oxoazepin-3-one O=C1C(CN=CC=C1)=O